3,5-di-tert-butyl-4-hydroxyphenylpropionat C(C)(C)(C)C=1C=C(C=C(C1O)C(C)(C)C)OC(CC)=O